FC=1C=C2C3CCC(C(C2=CC1F)N3CC3=CC=C(C=C3)OC)=O 4,5-Difluoro-12-[(4-methoxyphenyl)methyl]-12-azatricyclo[6.3.1.02,7]dodeca-2,4,6-trien-9-one